N1,N1-dimethyl-N4-(3-(piperidin-1-yl)pyridin-4-yl)benzene-1,4-disulfonamide CN(S(=O)(=O)C1=CC=C(C=C1)S(=O)(=O)NC1=C(C=NC=C1)N1CCCCC1)C